4-methyl-4H-pyrrolo[3,4-c]isoxazol CC1N=CC2=NOC=C21